5-bromo-1-methyl-3-((1-(2,2,2-trifluoroethyl)-1H-1,2,3-triazole-4-yl)amino)pyridin-2(1H)-one BrC=1C=C(C(N(C1)C)=O)NC=1N=NN(C1)CC(F)(F)F